OC1=C(C=C(C=C1)C1OC2=CC(=CC(=C2C(C1)=O)O)O)OC 2-(4-hydroxy-3-methoxyphenyl)-5,7-dihydroxychroman-4-one